trans-5-(1-methyl-4-nitropyrrolidin-3-yl)-2-(trifluoromethyl)pyridine CN1C[C@H]([C@@H](C1)[N+](=O)[O-])C=1C=CC(=NC1)C(F)(F)F